CC1=NC(=NC=C1OC1CCCCC1)C=1C=NN(C1COC(N(C[C@H]1[C@@H](C1)C)C)=O)C (1S,3S)-3-((4-Methyl-2-(1-methyl-5-(((methyl(((1R,2R)-2-methylcyclopropyl)methyl)carbamoyl)oxy)methyl)-1H-pyrazol-4-yl)pyrimidin-5-yl)oxy)cyclohexan